3-(5-(4-(4-(6-(6-((R)-2-(3-fluorophenyl)pyrrolidin-1-yl)imidazo[1,2-b]pyridazin-3-yl)pyridin-2-yl)piperazin-1-yl)but-1-yn-1-yl)-1H-benzo[d]imidazol-1-yl)piperidine-2,6-dione FC=1C=C(C=CC1)[C@@H]1N(CCC1)C=1C=CC=2N(N1)C(=CN2)C2=CC=CC(=N2)N2CCN(CC2)CCC#CC2=CC1=C(N(C=N1)C1C(NC(CC1)=O)=O)C=C2